3-((4-Carbamoyl-2-methoxyphenoxy)methyl)-4-chlorobenzo[b]thiophene-2-carboxylic acid C(N)(=O)C1=CC(=C(OCC=2C3=C(SC2C(=O)O)C=CC=C3Cl)C=C1)OC